N-((1R,4R)-4-(((2-((3-ethyl-1-methyl-1H-pyrazol-4-yl)amino)-5-fluoropyrimidin-4-yl)oxy)methyl)cyclohexyl)acetamide C(C)C1=NN(C=C1NC1=NC=C(C(=N1)OCC1CCC(CC1)NC(C)=O)F)C